3-(4-(5-(difluoromethyl)-1,3,4-oxadiazol-2-yl)-2-fluorobenzyl)-1-(1-(oxetan-3-yl)piperidin-4-yl)-5-(trifluoromethyl)-1,3-dihydro-2H-benzo[d]imidazol-2-one FC(C1=NN=C(O1)C1=CC(=C(CN2C(N(C3=C2C=C(C=C3)C(F)(F)F)C3CCN(CC3)C3COC3)=O)C=C1)F)F